CC1=C(C=CC=C1)C1=NC2=C3N=C(C=C(C3=CC=C2C(=C1)C1=CC=CC=C1)C1=CC=CC=C1)C 2,9-dimethylPhenyl-4,7-diphenyl-1,10-phenanthroline